C1(CC1)C1=CC(=NN1)NC1=NC(=NC2=CC=C(C=C12)I)C(=O)N1C[C@H](N(CC1)C(=O)O)C (R)-4-(4-((5-cyclopropyl-1H-pyrazol-3-yl)amino)-6-iodoquinazoline-2-carbonyl)-2-methylpiperazine-1-carboxylic acid